N-(1,3-benzodioxol-5-yl)-2-(2-ethyl-1H-benzimidazol-1-yl)-5-fluoropyrimidine O1COC2=C1C=CC(=C2)N2C(N=CC(=C2)F)N2C(=NC1=C2C=CC=C1)CC